3-cyclopropyl-6-(5-(7-ethyl-7H-imidazo[4,5-c]pyridazin-4-yl)-2-fluorophenyl)-5-methoxyBenzo[d]oxazole C1(CC1)N1COC2=C1C=C(C(=C2)C2=C(C=CC(=C2)C=2C1=C(N=NC2)N(C=N1)CC)F)OC